O[C@H](C(=O)N1C[C@@H]2[C@H](C1)CC(C2)NC2=C1C(=NC=C2C=2SC(=C(N2)C)C(=O)N)NC=C1)C 2-(4-(((3aR,5R,6aS)-2-((S)-2-hydroxy-propanoyl)octahydrocyclopenta[c]pyrrol-5-yl)amino)-1H-pyrrolo[2,3-b]pyridin-5-yl)-4-methyl-thiazole-5-carboxamide